(biphenylyl)(terphenylyl)[(phenyl)di(butyl)indolocarbazolyl]triazine C1(=C(C=CC=C1)C1=C(C(=NN=N1)C1=C2C(=C(C(=C1CCCC)CCCC)C1=CC=CC=C1)N=C1C=CC3=C4C=CC=CC4=NC3=C12)C1=C(C=CC=C1)C=1C(=CC=CC1)C1=CC=CC=C1)C1=CC=CC=C1